1-(4-(7-(difluoromethyl)-1,2,3,4-tetrahydroquinolin-6-yl)piperazin-1-yl)ethan-1-one FC(C1=C(C=C2CCCNC2=C1)N1CCN(CC1)C(C)=O)F